FC=1C=C(C=C(C1F)F)B1OB(OB(O1)C1=CC(=C(C(=C1)F)F)F)C1=CC(=C(C(=C1)F)F)F 2,4,6-tris(3,4,5-trifluorophenyl)-boroxine